CN([C@@H]1C(=C(C([C@]2(C(=C3C(C4=C(C=CC(=C4C[C@H]3C[C@@H]12)N(C)C)O)=O)O)O)=O)C(=O)N)O)C (4S,4aS,5aR,12aS)-4,7-bisdimethylamino-3,10,12,12a-tetrahydroxy-1,11-dioxo-1,4,4a,5,5a,6,11,12a-octahydrotetracene-2-carboxamide